N[C@@H](CC(=O)N1CC(C1)OC1=C(C2=C(CCB(O2)O)C=C1)C(=O)O)C(N)=O 7-{[1-(L-α-asparaginyl)azetidin-3-yl]oxy}-2-hydroxy-3,4-dihydro-2H-1,2-benzoxaborinine-8-carboxylic acid